NC1=C(C=C(C=N1)NC(C(=O)N1[C@H](C[C@@H]([C@@H](C1)C)OC)C=1C=CC2=C(N=CS2)C1)=O)C1CC1 |o1:12,14,15| rel-N-(6-Amino-5-cyclopropyl-3-pyridyl)-2-[(2R,4S,5R)-2-(1,3-benzothiazol-5-yl)-4-methoxy-5-methyl-1-piperidyl]-2-oxo-acetamide